tris(8-carboxyl-2,2,6,6-tetramethylbenzo-[1,2-d:4,5-d']bis[1,3]dithiol-4-yl)methyl-sodium C(=O)(O)C1=C2SC(SC2=C(C=2SC(SC21)(C)C)C(C2=C1C(SC(S1)(C)C)=C(C1=C2SC(S1)(C)C)C(=O)O)(C1=C2C(SC(S2)(C)C)=C(C2=C1SC(S2)(C)C)C(=O)O)[Na])(C)C